Methyl (2E)-3-(4-chlorophenyl)-3-(2,2-difluorocyclopropyl)acrylate ClC1=CC=C(C=C1)/C(=C/C(=O)OC)/C1C(C1)(F)F